[Na+].[Na+].O=C(C(=O)[O-])CCC(=O)[O-] α-ketoglutaric acid disodium salt